BrC=1C(=C(C=CC1)C1=C(C(=NC2=CN=CC=C12)N)CO)Cl 3-bromo-2-chlorophenyl-amino-1,7-naphthyridine-3-methanol